tert-butyl N-{5-chloro-[1,2,4]triazolo[3,4-a]2,6-naphthyridin-9-yl}carbamate ClC=1N2C(C3=CC(=NC=C3C1)NC(OC(C)(C)C)=O)=NN=C2